2-(2,6-dioxopiperidin-3-yl)-5-(1-(piperidin-4-ylmethyl)piperidin-4-yl)isoindoline O=C1NC(CCC1N1CC2=CC=C(C=C2C1)C1CCN(CC1)CC1CCNCC1)=O